(R)-N-(1-cyanopyrrolidin-3-yl)-3-(1-phenyl-1H-pyrazol-3-yl)azetidine-1-carboxamide C(#N)N1C[C@@H](CC1)NC(=O)N1CC(C1)C1=NN(C=C1)C1=CC=CC=C1